N1C=CC2=C1C=CC=N2 AZOLOPYRIDINE